NC1=C(C(N(C2=CC=C(C=C12)C)C)=O)C 4-amino-1,3,6-trimethylquinolin-2(1H)-one